N-(3-chloro-4-(oxazol-5-yl)phenyl)-2,3-dihydro-1H-indene-2-carboxamide ClC=1C=C(C=CC1C1=CN=CO1)NC(=O)C1CC2=CC=CC=C2C1